(2-methyl-6-aminophenyl)-4,5-dihydroisoxazole CC1=C(C(=CC=C1)N)C1=NOCC1